C(N)(=O)C=1C(=NC(=NC1)N1C[C@H](CCC1)NC(OC(C)(C)C)=O)NC1=CC(=NC(=C1)C1CCOCC1)C(C)C tert-butyl (S)-(1-(5-carbamoyl-4-((2-isopropyl-6-(tetrahydro-2H-pyran-4-yl)pyridin-4-yl)amino)pyrimidin-2-yl)piperidin-3-yl)carbamate